bis(propan-2-yl)azanium CC(C)[NH2+]C(C)C